hexahydro-1,3,5-tris(butyl)-s-triazine C(CCC)N1CN(CN(C1)CCCC)CCCC